NC1=CC(=C2C(N(CCCCC[C@@](C3=NN=C(C1=N2)O3)(C(F)(F)F)O)C3CCS(CC3)(=O)=O)=O)C(F)(F)F (6R)-17-Amino-12-(1,1-dioxothian-4-yl)-6-hydroxy-6,15-bis(trifluoromethyl)-19-oxa-3,4,12,18-tetrazatricyclo[12.3.1.12,5]nonadeca-1(18),2,4,14,16-pentaen-13-one